1,2,5-oxadiazol-3-formamidine O1N=C(C=N1)C(=N)N